DIBROMOPYRIDAZINDIONE BrC1=C(C(C(N=N1)=O)=O)Br